6-[3-[1-[[6-bromo-8-(trifluoromethyl)quinazolin-4-yl]-methyl-amino]ethyl]pyrazin-2-yl]pyridine-3-carbonitrile BrC=1C=C2C(=NC=NC2=C(C1)C(F)(F)F)N(C(C)C=1C(=NC=CN1)C1=CC=C(C=N1)C#N)C